N1N=NC2=C1C=CC(=C2)C=O 1H-BENZO[D][1,2,3]TRIAZOLE-5-CARBALDEHYDE